5-methyl-1,2,3,4-benzenetetramine CC1=C(C(=C(C(=C1)N)N)N)N